trans-tert-butyl(3-((6-bromo-1-(tetrahydro-2H-pyran-2-yl)-1H-indazol-4-yl)oxy)cyclobutyl)((1-methyl-1H-imidazol-5-yl)methyl)carbamate C(C)(C)(C)OC(N(CC1=CN=CN1C)[C@@H]1C[C@H](C1)OC1=C2C=NN(C2=CC(=C1)Br)C1OCCCC1)=O